lead-silver-zinc [Zn].[Ag].[Pb]